C(C)(C)(C)OC(=O)N1CC(CC1)(C)N1C(C=C(C(=C1)C(N[C@H](C)C1=C(C(=CC=C1)C(F)F)F)=O)NC1CCN(CC1)C)=O 3-(5-(((R)-1-(3-(difluoromethyl)-2-fluorophenyl)ethyl)carbamoyl)-4-((1-methylpiperidin-4-yl)amino)-2-oxopyridin-1(2H)-yl)-3-methylpyrrolidine-1-carboxylic acid tert-butyl ester